C1(=CC=CC=C1)C=1C=C(C2=CC=CC=C2C1)N1C(=CC2=CC=CC=C12)C1CCCCC1 N-(3-phenylnaphthyl)-2-(cyclohexyl)-indole